ClC1=NN(C(C2=CC=C(C=C12)F)=O)C1=CC=CC=C1 4-chloro-6-fluoro-2-phenylphthalazin-1(2H)-one